N-[2-(dimethylamino)ethyl]-2-(ethylamino)acetamide trifluoroacetate FC(C(=O)O)(F)F.CN(CCNC(CNCC)=O)C